Cl.NC=1C=C(C=CC1)N1C(C(NC=2C3=C(C=CC12)C=CC=C3)=O)=O 4-(3-aminophenyl)-1,4-dihydrobenzo[f]quinoxaline-2,3-dione hydrochloride